N-[2-(tert-butyldimethylsilyloxy)ethyl]aniline [Si](C)(C)(C(C)(C)C)OCCNC1=CC=CC=C1